BrC1=CC=2N(C=C1)C(=CN2)N2C(NC(C=C2)=O)=O (7-Bromoimidazo[1,2-a]pyridin-3-yl)pyrimidine-2,4(1H,3H)-dione